Cl.Cl.FC1=C2CC3(CCNCC3)[C@H](C2=CC=C1)N (R)-4-fluoro-1,3-dihydro-spiro[indene-2,4'-piperidin]-1-amine dihydrochloride